4-Bromo-2-iodo-benzenesulfonyl chloride BrC1=CC(=C(C=C1)S(=O)(=O)Cl)I